1-methylproline CN1[C@@H](CCC1)C(=O)O